ClC=1C=C2CC[C@H](C2=CC1)NC(=O)[C@@H]1N([C@@H]2C[C@@H]2C1)C(C1=CC(=CC=C1)S(=O)(=O)C)=O (1R,3R,5R)-N-((1R)-5-chloro-2,3-dihydro-1H-inden-1-yl)-2-(3-(methylsulfonyl)benzoyl)-2-azabicyclo[3.1.0]hexane-3-carboxamide